ClC=1C=C2C=3C=C(C=C(C3NC2=CC1)CCNC(OC(C)(C)C)=O)NC1=C(C=C(C(=C1)F)Cl)Cl tert-Butyl (2-(6-chloro-3-((2,4-dichloro-5-fluorophenyl)amino)-9H-carbazol-1-yl)ethyl)carbamate